N-(4-((1H-Pyrazol-1-yl)methyl)-2,3-dihydrobenzofuro[7,6-d]isoxazol-8-yl)-3-bromobenzenesulfonamide N1(N=CC=C1)CC1=CC2=C(C(=NO2)NS(=O)(=O)C2=CC(=CC=C2)Br)C2=C1CCO2